1-[(3R,4S)-4-fluoropyrrolidin-3-yl]-3-[7-methoxy-4-(1-methyl-1H-pyrazol-4-yl)-1H-1,3-benzodiazol-2-yl]urea F[C@@H]1[C@@H](CNC1)NC(=O)NC1=NC2=C(N1)C(=CC=C2C=2C=NN(C2)C)OC